CC=1C=C(C2=NS(CCN2C1)(=O)=O)C(=O)NC1=CC=C(C=C1)C(CC)C 7-methyl-N-[4-(1-methylpropyl)phenyl]-3,4-dihydropyrido[2,1-c][1,2,4]thiadiazine-9-carboxamide 2,2-dioxide